C(C)C1=NC(=NO1)C(=O)[O-] ethyl-1,2,4-oxadiazole-3-carboxylate